t-butyl 1,5-dimethyl-3-trityl-3,8-diazabicyclo[3.2.1]octane-8-carboxylate CC12CN(CC(CC1)(N2C(=O)OC(C)(C)C)C)C(C2=CC=CC=C2)(C2=CC=CC=C2)C2=CC=CC=C2